C(C=C)OC(C(C)(C)OC(C1=C(C=C(C(=C1)N1C(NC(=CC1=O)C(F)(F)F)=O)F)Br)=O)=O 1-(Allyloxy)-2-methyl-1-oxopropan-2-yl-2-bromo-5-[2,6-dioxo-4-(trifluoromethyl)-3,6-dihydropyrimidin-1(2H)-yl]-4-fluorobenzoat